C(C)(C)N1C[C@@H](CCC1)NC1=C(C=C(N=N1)C1=C(C=C(C=C1)C(F)(F)F)NS(=O)(=O)C)C (R)-N-(2-(6-((1-Isopropylpiperidin-3-yl)amino)-5-methylpyridazin-3-yl)-5-(trifluoromethyl)phenyl)methanesulfonamide